C(N)(OC[C@]1(CN(CC1)C(C)(C)C=1C=NC(=CC1)C)CCC=1SC(=CC1)F)=O |o1:4| (R or S)-(3-(2-(5-fluorothiophen-2-yl)ethyl)-1-(2-(6-methylpyridin-3-yl)propan-2-yl)pyrrolidin-3-yl)methyl carbamate